OC1(CC1)C=1C=NC(=NC1)N1CCN(CC1)C(CCOC[C@H](C)NC1=C(C(NN=C1)=O)C(F)(F)F)=O (S)-5-((1-(3-(4-(5-(1-hydroxycyclopropyl)pyrimidin-2-yl)piperazin-1-yl)-3-oxopropoxy)propan-2-yl)amino)-4-(trifluoromethyl)pyridazin-3(2H)-one